N1C[C@H](CC1)OC=1C=CC=2N=CN=C(C2N1)N 6-((S)-pyrrolidin-3-yloxy)pyrido[3,2-d]pyrimidin-4-amine